1-chloro-1,4-diethyl-1,4-disilacyclohexane Cl[Si]1(CC[SiH](CC1)CC)CC